tert-butyl ((1S,3R)-3-((2-bromo-6-(prop-1-en-2-yl)pyridin-3-yl)oxy)cyclopentyl)carbamate BrC1=NC(=CC=C1O[C@H]1C[C@H](CC1)NC(OC(C)(C)C)=O)C(=C)C